trimethyl-benzindole CC1=C2C(=C(NC2=C2C(=C1)C=CC=C2)C)C